3-{[1-(acetyloxy)propan-2-yl]carbamoyl}-3-aminopropanoic acid C(C)(=O)OCC(C)NC(=O)C(CC(=O)O)N